(S)-2-amino-3-(3,4-difluorophenyl)propionic acid hydrochloride Cl.N[C@H](C(=O)O)CC1=CC(=C(C=C1)F)F